tert-butyl N-[(3R)-1-(6-chloropyridazin-3-yl)pyrrolidin-3-yl]-N-cyclopropylcarbamate ClC1=CC=C(N=N1)N1C[C@@H](CC1)N(C(OC(C)(C)C)=O)C1CC1